S1C(=CC=C1)C1=NC(=NC(=C1)C(F)(F)F)S 4-(thiophen-2-yl)-6-(trifluoromethyl)pyrimidine-2-thiol